7-(6',7'-dihydroxygeranyloxy)coumarin C/C(=C\COC1=CC2=C(C=C1)C=CC(=O)O2)/CC[C@H](C(C)(C)O)O